FC(C(=O)OCC)(CCCOC1=CC=CC=C1)F Ethyl 2,2-difluoro-5-phenoxyvalerate